NN(C(CN(N)N)CCC)N N,N,N',N'-tetraaminopropylethylenediamine